trans-4-(4-methyl-5-{(1R)-1-[3-(propan-2-yl)phenoxy]ethyl-4H-1,2,4-triazol-3-yl}cyclohexyl)-1-oxa-2,8-diazaspiro[4.5]dec-2-ene CC1CCC(CC1C1=NN=CN1[C@@H](C)OC1=CC(=CC=C1)C(C)C)C1C=NOC12CCNCC2